C1(=CC=CC=C1)N1C2=CC=CC=C2C=2C=C(C=CC12)C=1C=CC=2N(C3=CC=C(C=C3C2C1)C=1C=CC=2N(C3=CC=CC=C3C2C1)C1=CC=CC=C1)C1=CC=CC=C1 3,6-Bis(N-phenylcarbazole-3-yl)-N-phenylcarbazole